C(C)(C)(C)OC(N(C)[C@H]1CN(CCC1)C=1C=NC(=CC1)N)=O.ClC=1C(=C(C=C(C1)Cl)NC1=NC=CC2=CC=C(C=C12)NC(CCCN1CCCCC1)=O)F N-(1-((3,5-dichloro-2-fluorophenyl)amino)isoquinolin-7-yl)-4-(piperidin-1-yl)butanamide tert-butyl-(R)-(1-(6-aminopyridin-3-yl)piperidin-3-yl)(methyl)carbamate